ClC1=C(C=CC=2C(=C3N(C12)CC(NC3)=O)I)Cl 6,7-Dichloro-10-iodo-1,2-dihydropyrazino[1,2-a]indol-3(4H)-one